C1=CC=CC=2C3=CC=CC=C3N(C12)C1=CC=C(C=C1)C1=CC(=C(C(=N1)N1C2=CC=C(C=C2C=2C=C(C=CC12)C1=CC=CC=C1)C1=CC=CC=C1)N1C2=CC=C(C=C2C=2C=C(C=CC12)C1=CC=CC=C1)C1=CC=CC=C1)C1=C(C=CC=C1)C1=NC=CC=C1 9,9'-(6-(4-(9H-carbazol-9-yl)phenyl)-4-(2-(pyridin-2-yl)phenyl)pyridine-2,3-diyl)bis(3,6-diphenyl-9H-carbazole)